CN1C(C2=C(C(=C1)C)NC(=C2C2=CC=CC=C2)C2=CC(=NC=C2)NC(C(C)C2=CC=C(C=C2)F)=O)=O N-[4-(5,7-Dimethyl-4-oxo-3-phenyl-4,5-dihydro-1H-pyrrolo[3,2-c]pyridin-2-yl)pyridin-2-yl]-2-(4-fluorophenyl)propanamid